(1r,4r)-4-cyanocyclohexane-1-carbonyl chloride C(#N)C1CCC(CC1)C(=O)Cl